C(C)(C)(C)C1=CC=C(C=C1)C1=C(C=CC=C1)NC1=C(C(=CC(=C1)C)NC1=C(C=CC=C1)C1=CC=C(C=C1)C(C)(C)C)Cl N1,N3-bis(4'-(tert-butyl)-[1,1'-biphenyl]-2-yl)-2-chloro-5-methylbenzene-1,3-diamine